N-myristoyl-N-methyltaurine sodium salt [Na+].C(CCCCCCCCCCCCC)(=O)N(CCS(=O)(=O)[O-])C